BrC1=C(C(=CC(=C1)C(C(C(F)(F)F)(F)F)(C(F)(F)F)F)Cl)NC(=O)C=1C=CC(=C(C1)NC(C1=C(C=C(C=C1)C#N)C)=O)C#N N-[5-[[2-bromo-6-chloro-4-[1,2,2,3,3,3-hexafluoro-1-(trifluorometh-yl)propyl]phenyl]carbamoyl]-2-cyano-phenyl]-4-cyano-2-methyl-benzamide